CC(C(=O)OC1=CC(=CC2=CC=C(C(=C12)C#C)F)OCOC)(C)C 8-Ethynyl-7-fluoro-3-(methoxymethoxy)naphthalen-1-yl 2,2-dimethylpropanoate